1-(4-(hexyloxy)phenyl)-2-(4-hexylphenyl)diazene C(CCCCC)OC1=CC=C(C=C1)N=NC1=CC=C(C=C1)CCCCCC